N1CCC2(CC1)CC1=C(NC=N1)C2N (E)-4,6-dihydro-1H-spiro[cyclopenta[d]imidazole-5,4'-piperidin]-6-amine